tert-butyl 3-methyl-4-(pyridazin-3-ylmethyl)piperazine-1-carboxylate CC1CN(CCN1CC=1N=NC=CC1)C(=O)OC(C)(C)C